C1(=CC=C(C=C1)C(=O)[C@]([C@](C(=O)O)(O)C(=O)C1=CC=C(C=C1)C)(O)C(=O)O)C.N(=[N+]=[N-])CCOCCOCCOCCN 11-azido-3,6,9-trioxaundecane-1-amine (-)-di-p-toluoyl-L-tartrate salt